CN1CCC(CC1)CC1CN(CC1)C(=O)OC(C)(C)C tert-butyl 3-((1-methylpiperidin-4-yl)methyl)pyrrolidine-1-carboxylate